CC[C@H](C)C(=O)O[C@H]1CCC=C2[C@H]1[C@H]([C@H](C=C2)C)CC[C@H](C[C@H](CC(=O)O)O)O The molecule is a member of the class of hexahydronaphthalenes that is 1,2,6,7,8,8a-hexahydronaphthalene which is substituted by a (3R,5R)-6-carboxy-3,5-dihydroxyhexyl group at position 1, a methyl group at position 2, and a (2S)-2-methylbutanoyloxy group at position 8 (the 1S,2S,8S,8aR isomer). Lactonisation of the hydroxy-carboxylic acid chain at position 1 affords mevastatin. It has a role as an EC 1.1.1.34/EC 1.1.1.88 (hydroxymethylglutaryl-CoA reductase) inhibitor. It is a 3-hydroxy carboxylic acid, a member of hexahydronaphthalenes, a polyketide and a carboxylic ester. It is a conjugate acid of a mevinic acid anion.